allyl (2S,3S,4S,5R,6S)-3,4,5-tris(((allyloxy)carbonyl)oxy)-6-(4-(hydroxymethyl)-2-nitrophenoxy)tetrahydro-2H-pyran-2-carboxylate C(C=C)OC(=O)O[C@@H]1[C@H](O[C@H]([C@@H]([C@H]1OC(=O)OCC=C)OC(=O)OCC=C)OC1=C(C=C(C=C1)CO)[N+](=O)[O-])C(=O)OCC=C